C[Si](OC)(OC)CCCNC(NCCC[Si](C)(OC)OC)C(C)SCCC[Si](OC)(OC)OC trimethoxysilylpropyl bis(methyldimethoxysilylpropylamino)methylethyl sulfide